ClC=1C=C2C(=C3C4(NC(NC13)=O)CCCCC4)OC(=C2)CN(C)CC2=NNC(=C2)C2CC2 5'-chloro-2'-({[(5-cyclopropyl-1H-pyrazol-3-yl)methyl](methyl)amino}methyl)-7',8'-dihydro-6'H-spiro[cyclohexane-1,9'-furo[2,3-f]quinazoline]-7'-one